C(CCCCCCC\C=C/CCCCCCCC)N[C@@H](CS)C(=O)N Oleyl-Cystein Amide